FC=1C=CC(=NC1)C=1C=C2C(=NC=NC2=C(C1)OC)NC(C)C=1N=NC(=CC1)C(F)(F)F 6-(5-fluoro-2-pyridyl)-8-methoxy-N-[1-[6-(trifluoromethyl)pyridazin-3-yl]ethyl]quinazolin-4-amine